FC=1C=C(C=CC1F)[C@H]1[C@@H](C1)NC1=C2N=CN(C2=NC(=N1)SCCC)CCC N-((1R,2S)-2-(3,4-difluorophenyl)cyclopropyl)-9-propyl-2-(propylsulfanyl)-9H-purin-6-amine